6-Cyclopropylimidazo[1,2-a]pyridine-2-carbaldehyde C1(CC1)C=1C=CC=2N(C1)C=C(N2)C=O